CC1=CNC2=C(C=CC(=C12)C1=C(C(=CC=C1)NS(=O)(=O)C=CC)C)C(=O)N 3-methyl-4-(2-methyl-3-(N-methylvinylsulfonylamino)phenyl)-1H-indole-7-carboxamide